Decahydro-1,4:5,8-dimethanonaphthalenedimethanol (9H-fluoren-9-yl)methyl-(S)-(5-(2-aminopropanamido)-2-(hydroxymethyl)benzyl)(methyl)carbamate C1=CC=CC=2C3=CC=CC=C3C(C12)CCN(C(=O)OCC1C2C3C4CCC(C3C(C1CO)C2)C4)CC4=C(C=CC(=C4)NC([C@H](C)N)=O)CO